ClC=1C=C(COC(=O)N[C@H](C(=O)O)CCN(CCCCC2=NC=3NCCCC3C=C2)CCOC)C=CC1 (S)-2-((((3-chlorobenzyl)oxy)carbonyl)amino)-4-((2-methoxyethyl)(4-(5,6,7,8-tetrahydro-1,8-naphthyridin-2-yl)butyl)amino)butanoic acid